4,4'-hexamethylenebis(amino-1-propoxy-2,2,6,6-tetramethylpiperidine) NC1C(N(C(CC1CCCCCCC1C(C(N(C(C1)(C)C)OCCC)(C)C)N)(C)C)OCCC)(C)C